OCOC(=O)N1CCCCCC1 (hydroxymethyl)azepane-1-carboxylate